1,2,3-O-trinonyl-xylitol C(CCCCCCCC)C([C@](O)([C@@H](OCCCCCCCCC)[C@H](O)CO)CCCCCCCCC)O